CS(=O)(=O)NC=1C=C(C=CC1)NC(=O)C=1SC(=C(C1)C1=CC=CC=C1)C(F)(F)F N-(3-(methylsulfonamido)phenyl)-4-phenyl-5-(trifluoromethyl)thiophene-2-carboxamide